C1(CCCCC1)NC1=CC=C(C=C1)B(O)O 4-(CYCLOHEXYLAMINO)PHENYLBORONIC ACID